1-amino-3-carboxylcyclopentane NC1CC(CC1)C(=O)O